N-((R)-2,3-dihydroxypropoxy)-3,4-difluoro-2-(2-fluoro-4-iodo-phenylamino)benzamide O[C@@H](CONC(C1=C(C(=C(C=C1)F)F)NC1=C(C=C(C=C1)I)F)=O)CO